(R)-1-(2-(4-fluorophenyl)-7-methyl-3-(pyridin-4-yl)-6,7-dihydropyrazolo[1,5-a]pyrazin-5(4H)-yl)ethan-1-one FC1=CC=C(C=C1)C1=NN2C(CN(C[C@H]2C)C(C)=O)=C1C1=CC=NC=C1